ClC1=C(C=CC=C1C=1C=NC(=CC1)CC1=NC=CC=N1)C1C(NC(CC1)=O)=O 3-(2-chloro-3-(6-(pyrimidin-2-ylmethyl)pyridin-3-yl)phenyl)piperidine-2,6-dione